(S)-2-((2-((S)-4-(difluoromethyl)-2-oxo-1,3-oxazinan-3-yl)-5,6-dihydrobenzo[f]imidazo[1,2-d][1,4]oxazepin-9-yl)amino)propanamide FC([C@H]1N(C(OCC1)=O)C=1N=C2N(CCOC3=C2C=CC(=C3)N[C@H](C(=O)N)C)C1)F